NC=1C=2N(C3=CC(=C(C=C3N1)F)C(=O)N([C@@H]1CCOC3=CC(=CC=C13)C=1C=NN(C1)C)C)C=NC2 (R)-4-amino-7-fluoro-N-methyl-N-(7-(1-methyl-1H-pyrazol-4-yl)chroman-4-yl)imidazo[1,5-a]quinoxaline-8-carboxamide